4,7a-dimethyl-7,7a-dihydroisobenzofuran-1,5(3H,6H)-dione CC1=C2COC(C2(CCC1=O)C)=O